N-(2-(imidazo[1,2-a]pyridin-3-yl)prop-2-yl)-N-methylazetidine-3-carboxamide N=1C=C(N2C1C=CC=C2)C(C)(C)N(C(=O)C2CNC2)C